6-Chloro-3-(3,4-dimethoxybenzoyl)-N-(3-(dimethylamino)propyl)-N-methyl-4-oxo-4H-chromene-2-carboxamide ClC=1C=C2C(C(=C(OC2=CC1)C(=O)N(C)CCCN(C)C)C(C1=CC(=C(C=C1)OC)OC)=O)=O